FC(OC1=CC=C(C=C1)NC=1N=NNC1)(F)F 4-((4-(trifluoromethoxy)phenyl)amino)-1H-1,2,3-triazole